cobalt-tantalum [Ta].[Co]